FC(C(F)(F)F)OCOCC 2-tetrafluoroethoxymethoxyethane